C(C)[N+]1(CCCC1)C 1-ethyl-1-methyl-pyrrolidinium